iodoquinolin-4-ol IC1=NC2=CC=CC=C2C(=C1)O